C(C)(C)(C)OC(=O)N1C[C@H](CCC1)NC=1N=CC2=CC(=NC(=C2C1)NC(C)(C)C)C#N (S)-3-((5-(tert-butylamino)-7-cyano-2,6-naphthyridin-3-yl)amino)piperidine-1-carboxylic acid tert-butyl ester